4-((5-(hydroxymethyl)-2-(methylthio)-pyrimidin-4-yl)amino)-piperidine-1-carboxylic acid tert-butyl ester C(C)(C)(C)OC(=O)N1CCC(CC1)NC1=NC(=NC=C1CO)SC